3-(1-methylethyl)-3'-ethyl-aminoazobenzene CC(C)C=1C=C(C=CC1)N=NC1=C(C(=CC=C1)CC)N